COC=1C=C(C=CC1OC)C=1NC2=CC=C(C=C2C1C(C)C)OCC(=O)N[C@H]1CNCCC1 (R)-2-((2-(3,4-Dimethoxyphenyl)-3-isopropyl-1H-indol-5-yl)oxy)-N-(piperidin-3-yl)acetamid